13,17-dioxa-3,6,9-triazaicos-19-enoate C(CNCCNCCNCCCOCCCOCC=C)(=O)[O-]